FC(C(C(C(F)(F)F)(F)F)(F)F)(S(=O)(=O)[N-]S(=O)(=O)C(C(C(C(F)(F)F)(F)F)(F)F)(F)F)F.[SH3+] sulfonium bis((perfluorobutyl)sulfonyl)amide